6-acetamido-N-(1-hydroxy-2-methylpropan-2-yl)-4-((4-methoxybenzyl)amino)nicotinamide tert-butyl-6-(3-hydroxypropyl)-2,6-diazaspiro[3.4]octane-2-carboxylate C(C)(C)(C)OC(=O)N1CC2(C1)CN(CC2)CCCO.C(C)(=O)NC2=NC=C(C(=O)NC(CO)(C)C)C(=C2)NCC2=CC=C(C=C2)OC